3-chlorobenzyl ((S)-3-cyclohexyl-1-(((S)-1,5-dioxo-5-(phenylamino)pentan-2-yl)amino)-1-oxopropan-2-yl)carbamate C1(CCCCC1)C[C@@H](C(=O)N[C@H](C=O)CCC(NC1=CC=CC=C1)=O)NC(OCC1=CC(=CC=C1)Cl)=O